2-(4-(ethoxycarbonyl)-5-(trifluoromethyl)-1H-pyrazol-1-yl)-3-methylpyridine 1-oxide C(C)OC(=O)C=1C=NN(C1C(F)(F)F)C1=[N+](C=CC=C1C)[O-]